2-[[6-fluoro-5-(1-methylcyclopropoxy)indazol-2-yl]methoxy]ethyl-trimethyl-silane FC=1C(=CC2=CN(N=C2C1)COCC[Si](C)(C)C)OC1(CC1)C